N-((5-chloro-8-hydroxyquinolin-7-yl)(pyridin-3-yl)methyl)propionamide ClC1=C2C=CC=NC2=C(C(=C1)C(NC(CC)=O)C=1C=NC=CC1)O